1-((2-(trimethylsilyl)ethoxy)methyl)-1H-pyrazolo[4,3-b]pyridin-6-ol C[Si](CCOCN1N=CC2=NC=C(C=C21)O)(C)C